C(C(C)C)SC1=NC2=C(C=C(C=C2C(N1C)=O)C)C(C)NC1=C(C(=O)O)C=CC=C1 2-((1-(2-(isobutylthio)-3,6-dimethyl-4-oxo-3,4-dihydroquinazolin-8-yl)ethyl)amino)benzoic acid